C[N+](C)(C)[C@@H](CCC1=NC=C(N1)C[C@@H](C(=O)[O-])[NH3+])C(=O)N The molecule is a zwitterionic tautomer of diphthamide having an anionic carboxy group and a protonated primary amino group. It is a tautomer of a diphthamide.